O1C=C(C2=C1C=CC=C2)C[C@H](NC(=O)C2CC1(CC1C(=O)OCC)C2)B(O)O ((1R)-2-(benzofuran-3-yl)-1-(1-(ethoxycarbonyl)spiro[2.3]hexane-5-carboxamido)ethyl)boronic acid